NC1=NC(=C2NC=NC2=N1)NCC1=CC(=C(C=C1)O)O 2-amino-6-(3,4-dihydroxybenzylamino)purine